(S)-N-(1-((1-(N-(tert-butyl)sulfamoyl)piperidin-4-yl)amino)-1-oxo-3-phenylpropan-2-yl)-4-fluorobenzamide C(C)(C)(C)NS(=O)(=O)N1CCC(CC1)NC([C@H](CC1=CC=CC=C1)NC(C1=CC=C(C=C1)F)=O)=O